3-(2,2-difluoroethoxy)-2-iodo-5-methylpyridine FC(COC=1C(=NC=C(C1)C)I)F